4-(2-chlorophenyl)-2-oxo-pyrano[2,3-b]pyridin ClC1=C(C=CC=C1)C1=CC(OC2=NC=CC=C21)=O